BrC1=CC(=NC=C1)N1C[C@H](N[C@H](C1)C)C (3R,5S)-1-(4-bromo-2-pyridinyl)-3,5-dimethyl-piperazine